4-(2-(tert-Butoxycarbonyl)hydrazino)piperidine-1-carboxylic acid benzyl ester C(C1=CC=CC=C1)OC(=O)N1CCC(CC1)NNC(=O)OC(C)(C)C